FC=1C(=CC(=C2C=NN(C12)C1OCCCC1)C#C[Si](C)(C)C)N(C)C 7-fluoro-N,N-dimethyl-1-(tetrahydro-2H-pyran-2-yl)-4-((trimethylsilyl)ethynyl)-1H-indazol-6-amine